C(C)(C)(C)OC(=O)N[C@@]1(CN([C@H](C=CC1)C)C(=O)OC(C)(C)C)CO tert-Butyl (3S,7S)-3-(tert-butoxycarbonylamino)-3-(hydroxymethyl)-7-methyl-4,7-dihydro-2H-azepine-1-carboxylate